C(CCCCCCCCC#C)N1N=CC(=C1)C(=O)O 1-Undec-10-ynylpyrazole-4-carboxylic acid